2-benzyl-2-dimethylamino-1-(4-morpholinylphenyl)butane-1-one C(C1=CC=CC=C1)C(C(=O)C1=CC=C(C=C1)N1CCOCC1)(CC)N(C)C